C(C)O[Si](CCCCCCCCC[Si](OCC)(OCC)OCC)(OCC)OCC 1,9-bis(triethoxysilyl)nonane